4-((1,3-dioxolane-2-yl)methyl)piperidine-1-carboxylic acid tert-butyl ester C(C)(C)(C)OC(=O)N1CCC(CC1)CC1OCCO1